S1C2=C(C=C1)C=C(C=C2)NC2=CC=NC1=CC=C(C=C21)C2=C(C=C(CN1CCN(CC1)C(=O)OC(C)(C)C)C=C2)F tert-butyl 4-(4-(4-(benzo[b]thiophen-5-ylamino)quinolin-6-yl)-3-fluorobenzyl)piperazine-1-carboxylate